(R,E)-2-(3-(1-(4-(2-fluoro-3-methoxyphenoxy)phenyl)-8-methylimidazo[1,5-a]pyrazin-3-yl)pyrrolidine-1-carbonyl)-4,4-dimethylpent-2-enenitrile FC1=C(OC2=CC=C(C=C2)C=2N=C(N3C2C(=NC=C3)C)[C@H]3CN(CC3)C(=O)\C(\C#N)=C\C(C)(C)C)C=CC=C1OC